(S,6S)-6-methoxy-N'-(((R)-3-(methoxymethyl)-1,2,3,5,6,7-hexahydro-s-indacen-4-yl)carbamoyl)-6,7-dihydro-5H-pyrazolo[5,1-b][1,3]oxazine-3-sulfonimidamide CO[C@H]1CN2C(OC1)=C(C=N2)[S@](=O)(N)=NC(NC2=C1[C@@H](CCC1=CC=1CCCC21)COC)=O